BrC1=C(C=NN(C1=O)C)N[C@@H]1C[C@@H](CN(C1)C)C1=CC=C(CN2CCC(CC2)OC2=CC(=C(C=C2)C2C(NC(CC2)=O)=O)C)C=C1 3-(4-((1-(4-((3R,5R)-5-((5-bromo-1-methyl-6-oxo-1,6-dihydropyridazin-4-yl)amino)-1-methylpiperidin-3-yl)benzyl)piperidin-4-yl)oxy)-2-methylphenyl)piperidine-2,6-dione